S-methyl 2,5,10,11,11-pentamethyl-6-oxo-7-oxa-2,5,10-triazatetradec-12-yn-14-thioate CN(C)CCN(C(OCCN(C(C#CC(SC)=O)(C)C)C)=O)C